Cl.NCCC1CCN(CC1)C(=O)C1=C(C=C(C=C1)NC=1C=2N(C=CN1)C(=CN2)C2=CC=C(C=C2)OC(F)F)C (4-(2-Amino-ethyl)piperidin-1-yl)(4-((3-(4-(di-fluoromethoxy)phenyl)imidazo[1,2-a]pyrazin-8-yl)amino)-2-methylphenyl)methanone hydrochloride